3-amino-4-(2-hydroxypropan-2-yl)-N-(4-methoxybenzyl)benzamide NC=1C=C(C(=O)NCC2=CC=C(C=C2)OC)C=CC1C(C)(C)O